2-chloro-7-fluoroquinazolin-4(1H)-one ClC=1NC2=CC(=CC=C2C(N1)=O)F